Indium Zinc Oxid [O-2].[Zn+2].[In+3]